C1(=CC=CC2=CC=CC=C12)C1=NC=2N(C(N(C)C(C2N1)=O)=O)C 8-(1-naphthyl)theophylline